2-[2-(1-piperidinyl)ethoxy]propyl-N-methyl-N-ethyl-amine N1(CCCCC1)CCOC(CN(CC)C)C